C(=O)(O)C[N+](CC(COC(C(=C)C)=O)O)(C)C N-(carboxymethyl)-2-hydroxy-N,N-dimethyl-3-[(2-methyl-1-oxo-2-propen-1-yl)oxy]-1-propanaminium